rac-(1R,5S)-9-[(6-ethoxy-3-pyridyl)methyl]-3-oxa-7,9-diazabicyclo[3.3.1]nonane C(C)OC1=CC=C(C=N1)CN1[C@H]2COC[C@@H]1CNC2 |r|